[Si](C1=CC=CC=C1)(C1=CC=CC=C1)(C(C)(C)C)OC1CC(CCC1)N1C2=NC(=NC=C2NC1=O)Cl (3-((tert-butyldiphenylsilyl)oxy)cyclohexyl)-2-chloro-7,9-dihydro-8H-purin-8-one